8-(2-(3,4-dichlorophenoxy)acetamido)-1,4-dioxaspiro[4.5]decane-8-carboxylic acid methyl ester COC(=O)C1(CCC2(OCCO2)CC1)NC(COC1=CC(=C(C=C1)Cl)Cl)=O